S(=O)(=O)(O)C(C(=O)OCCCCCCCCCCCCCCCCCC)CC(=O)NCCCCCCCCCCCCCCCCCC dioctadecyl sulfosuccinamate